CC1=C(C=CC(=C1)C)NC(=O)N1CCC2(CC1)CN(C1=CC=CC=C12)C(CC)=O N-(2,4-dimethylphenyl)-1-propionyl-spiro[indoline-3,4'-piperidine]-1'-formamide